2-((S)-4-(7-(7,8-difluoronaphthalen-1-yl)-8-fluoro-2-(((2R,7aS)-2-fluorohexahydro-1H-pyrrolizin-7a-yl)methoxy)pyrido[4,3-d]pyrimidin-4-yl)piperazin-2-yl)acetonitrile FC1=CC=C2C=CC=C(C2=C1F)C1=C(C=2N=C(N=C(C2C=N1)N1C[C@@H](NCC1)CC#N)OC[C@]12CCCN2C[C@@H](C1)F)F